(2-Hydroxyethyl)spiro[piperidine-3,7'-pyrrolo[1,2-c]imidazole]-2,5',6(6'H)-trione OCCC1=C2N(C=N1)C(CC21C(NC(CC1)=O)=O)=O